CC(CC(COC)(COC)CC1=CC=CC=C1)CC 2-(2-methyl-n-butyl)-2-benzyl-1,3-dimethoxypropane